1-[4-(2,3-dimethylphenyl)piperazin-1-yl]-2-{(3bR,4aR)-3-[2-(2-hydroxypropan-2-yl)piperidine-1-carbonyl]-3b,4,4a,5-tetrahydro-1H-cyclopropa[3,4]cyclopenta[1,2-c]pyrazol-1-yl}ethan-1-one CC1=C(C=CC=C1C)N1CCN(CC1)C(CN1N=C(C2=C1C[C@@H]1[C@H]2C1)C(=O)N1C(CCCC1)C(C)(C)O)=O